ClC1=C(C=C2C=C(N=CC2=C1)NC(=O)C1C(C1)C1OCCCC1)C1CCN(CC1)C1(COCC1O)C N-(7-chloro-6-(1-(4-hydroxy-3-methyltetrahydrofuran-3-yl)piperidin-4-yl)isoquinolin-3-yl)-2-(tetrahydro-2H-pyran-2-yl)cyclopropane-1-carboxamide